butyl-4,4-di-(tert-butylperoxy)valeric acid C(CCC)C(C(=O)O)CC(C)(OOC(C)(C)C)OOC(C)(C)C